N(N)C1=C2N=C(N(C2=NC=N1)C1=CC=CC2=CC=CC=C12)C1=CC=CC2=CC=CC=C12 6-hydrazino-8,9-di(naphthalen-1-yl)-9H-purine